O1C(=CC=C1)CNC(=S)NC(=O)N (furan-2-ylmethyl)-thioimidodicarbonic diamide